ClC=1C=C(C(=C(C#N)C1)F)OC1=C(N=CN(C1=O)CC=1C(NC=C(C1)F)=O)C(F)(F)F 5-chloro-2-fluoro-3-((1-((5-fluoro-2-oxo-1,2-dihydropyridin-3-yl)methyl)-6-oxo-4-(trifluoromethyl)-1,6-dihydropyrimidin-5-yl)oxy)benzonitrile